bromo-6-(pyridin-4-yl)pyrazolo[1,5-a]pyridine BrC1=NN2C(C=CC(=C2)C2=CC=NC=C2)=C1